FS(=O)(=O)C(C(=O)O)(F)F 2-(fluorosulfonyl)difluoroacetic acid